BrC=1C(=NC=C(C1)Br)OC[C@H](CC(C)C)NC(OC(C)(C)C)=O tert-butyl (S)-(1-((3,5-dibromopyridin-2-yl)oxy)-4-methylpentan-2-yl)carbamate